CS(=O)(CC=1N=C2N(C=C(C=C2)C2=NOC(=N2)C(F)(F)F)C1)=NCC1=NN(C=N1)C methyl(((1-methyl-1H-1,2,4-triazol-3-yl)methyl)imino)((6-(5-(trifluoromethyl)-1,2,4-oxadiazol-3-yl)imidazo[1,2-a]pyridin-2-yl)methyl)-λ6-sulfanone